FC1=CC=C(C=C1)C(C(=O)N1CC2=C(CC1)SC=C2C2=NOC(=N2)C(F)(F)F)C 2-(4-fluorophenyl)-1-(3-(5-(trifluoromethyl)-1,2,4-oxadiazol-3-yl)-6,7-dihydrothieno[3,2-c]pyridin-5(4H)-yl)propan-1-one